6-(1-cyclopropyl-1H-pyrazol-4-yl)-3,6-dihydro-2H-pyran-4-yl triflate O(S(=O)(=O)C(F)(F)F)C=1CCOC(C1)C=1C=NN(C1)C1CC1